tert-butyl 4-(((4-(3-cyclopropyl-1,2,4-oxadiazol-5-yl)bicyclo[2.2.2]octan-1-yl)methyl) (3-(2-(methoxymethyl) thiazol-4-yl)phenyl)carbamoyl)piperidine-1-carboxylate C1(CC1)C1=NOC(=N1)C12CCC(CC1)(CC2)CN(C(=O)C2CCN(CC2)C(=O)OC(C)(C)C)C2=CC(=CC=C2)C=2N=C(SC2)COC